C(=C)N1C(CC(C1)C)=O N-vinyl-4-methyl-2-pyrrolidone